4-((R)-1-((R)-4-((4'-carbamoyl-5-hydroxy-2'-methyl-[1,1'-biphenyl]-3-yl)methyl)morpholine-3-carboxamido)ethyl)benzoic acid C(N)(=O)C1=CC(=C(C=C1)C1=CC(=CC(=C1)O)CN1[C@H](COCC1)C(=O)N[C@H](C)C1=CC=C(C(=O)O)C=C1)C